C(C)(C)(C)N(C(O)=O)C(C)(CCNCCCCNCCC(C)(C)N(C(O)=O)C(C)(C)C)C.FC1=C(C(=O)N)C=CC=C1NC(C1=CC=C(C=C1)F)=O 2-fluoro-3-[(4-fluorobenzoyl)amino]benzamide di-tert-butyl-((butane-1,4-diylbis(azanediyl))bis(2-methylbutane-4,2-diyl))dicarbamate